2,3-dimethyl-9,10-diethoxyanthracene CC1=CC2=C(C3=CC=CC=C3C(=C2C=C1C)OCC)OCC